CN(C)C[C@]1(CN(CC1)C1=CC(=C(C(=C1)F)S(=O)(=O)N(C=1N=CSC1)CC1=CC=C(C=C1)OC)F)OC (R)-4-(3-((dimethylamino)methyl)-3-methoxypyrrolidin-1-yl)-2,6-difluoro-N-(4-methoxybenzyl)-N-(thiazol-4-yl)benzenesulfonamide